BrC1=CC=C2C(=CC=C(C2=C1OC)C=O)OC 7-bromo-4,8-dimethoxynaphthalene-1-carbaldehyde